5-{2-amino-[1,2,4]triazolo[1,5-a]pyridin-7-yl}-N-{1-[2-fluoro-5-(trifluoromethyl)phenyl]ethyl}-2-methylpyridine-3-carboxamide NC1=NN2C(C=C(C=C2)C=2C=C(C(=NC2)C)C(=O)NC(C)C2=C(C=CC(=C2)C(F)(F)F)F)=N1